C(C)(C)(C)[C@](CN1N=CN=C1)(O)CCC1=CC=C(C=C1)Cl |r| (RS)-1-tert-Butyl-1-(4-chlorophenethyl)-2-(1H-1,2,4-triazol-1-yl)ethanol